7-isopropoxy-4-(3-methoxyprop-1-yn-1-yl)isoquinoline C(C)(C)OC1=CC=C2C(=CN=CC2=C1)C#CCOC